CC1=C(C(CC=C1)(C)C)C(C=CC)=O 1-(2,6,6-trimethyl-1-cyclohexa-1,3-dienyl)but-2-en-1-one